FC(C1=CC(=NO1)C=CC1CC2(CN(C2)C(=O)OC(C)(C)C)C1)(F)F Tert-butyl 6-{2-[5-(trifluoromethyl)-1,2-oxazol-3-yl]ethenyl}-2-azaspiro[3.3]heptane-2-carboxylate